C(C)C(CCC(=O)C=1C(NN=NC1CCCCCC)=O)CC diethylhexylbutyryltriazinone